CC1(OC2=C(O1)C=CC(=C2)NC2=NC=C(C(=N2)N2C=C(C=C2)C(=O)NC(CO)C2=CC=CC=C2)C)C 1-(2-((2,2-dimethylbenzo[d][1,3]dioxol-5-yl)-amino)-5-methyl-pyrimidin-4-yl)-N-(2-hydroxy-1-phenylethyl)-1H-pyrrole-3-carboxamide